(Z)-8-dodecenyl-acetate C(CCCCCC\C=C/CCC)CC(=O)[O-]